CC1=CC=2N(C=C1NC1=NC=C3N(C(N(C3=N1)C1CCOCC1)=O)CC#N)N=CN2 2-(2-((7-methyl-[1,2,4]triazolo[1,5-a]pyridin-6-yl)amino)-8-oxo-9-(tetrahydro-2H-pyran-4-yl)-8,9-dihydro-7H-purin-7-yl)acetonitrile